methyl 2-(3-bromophenyl)-2-((R)-3-((tertbutoxy carbonyl)amino)-4-((tert-butyldiphenylsilyl)oxy)butoxy)acetate BrC=1C=C(C=CC1)C(C(=O)OC)OCC[C@H](CO[Si](C1=CC=CC=C1)(C1=CC=CC=C1)C(C)(C)C)NC(=O)OC(C)(C)C